5-oxaspiro[3.5]nonane-7-carboxamide C1CCC12OCC(CC2)C(=O)N